6-(6-(1H-1,2,4-triazol-3-yl)pyridin-3-yl)-4-(cis-4-hydroxycyclohexyl)-3,4-dihydropyrazino[2,3-b]pyrazin-2(1H)-one N1N=C(N=C1)C1=CC=C(C=N1)C=1N=C2C(=NC1)NC(CN2[C@@H]2CC[C@@H](CC2)O)=O